C(C)OC(=O)C1=C(N=C(N=N1)SC)NC1=C(C(=CC=C1)C1=NN(C=N1)C)OC 5-[2-methoxy-3-(1-methyl-1,2,4-triazol-3-yl)anilino]-3-methylsulfanyl-1,2,4-triazine-6-carboxylic acid ethyl ester